ClC1=NC(=CC(=C1)B1OC(C)(C)C(C)(C)O1)Cl 2,6-dichloropyridine-4-boronic acid pinacol ester